C(=C)C1=C(C2=C(S1)CCC2)C(=O)OC methyl 2-vinyl-4H,5H,6H-cyclopenta[b]thiophene-3-carboxylate